(3-fluoro-bicyclo[1.1.1]pentan-1-yl)methanol Z-3-hexenyl-acetate C(C\C=C/CC)CC(=O)OCC12CC(C1)(C2)F